OCCN1N=CC(=C1)N 1-(2-hydroxyethyl)-1H-pyrazol-4-amine